FC(S(=O)(=O)OC=1C=C2N(N1)CC[C@]21CNCC1)(F)F |r| (rac)-5',6'-dihydrospiro[pyrrolidine-3,4'-pyrrolo[1,2-b]pyrazol]-2'-yl trifluoromethanesulfonate